ClC1=C(C=CC=C1)C[C@@H](C(C#C)=O)NC(OC(C)(C)C)=O tert-butyl (S)-(1-(2-chlorophenyl)-3-oxopent-4-yn-2-yl)carbamate